ClC1=C(C(=O)NCC(=O)N[C@@H](CC(C)C)B2OC(C[C@@H](O2)C(=O)NC(C)C)=O)C=C(C=C1)Cl (R)-2-((R)-1-(2-(2,5-dichlorobenzamido)acetamido)-3-methylbutyl)-N-isopropyl-6-oxo-1,3,2-dioxaborinane-4-carboxamide